(6-amino-5-(3-hydroxy-2,6-dimethylphenyl)-5H-pyrrolo[2,3-b]pyrazin-7-yl)(7-(2-(methylsulfonyl)ethyl)-1H-indol-2-yl)methanone NC1=C(C=2C(=NC=CN2)N1C1=C(C(=CC=C1C)O)C)C(=O)C=1NC2=C(C=CC=C2C1)CCS(=O)(=O)C